t-Amylphenoxyethanol C(C)(C)(CC)C(C)(O)OC1=CC=CC=C1